O[C@H](CNS(=O)(=O)C1=NC=C(C=C1)NC=1OC(=CN1)C1=CC=C(C=C1)C(F)(F)F)CO |r| Rac-N-(2,3-dihydroxypropyl)-5-((5-[4-(trifluoromethyl)phenyl]-1,3-oxazol-2-yl)amino)pyridine-2-sulfonamide